3,5-di-tert-butylhydroxybenzoic acid C(C)(C)(C)C=1C(=C(C(=O)O)C=C(C1)C(C)(C)C)O